ethyl 4-(7-(6-cyano-5-(trifluoromethyl) pyridin-3-yl)-8-oxo-6-thioxo-5,7-diazaspiro[3.4]octane-5-yl)-2-fluorobenzoate C(#N)C1=C(C=C(C=N1)N1C(N(C2(CCC2)C1=O)C1=CC(=C(C(=O)OCC)C=C1)F)=S)C(F)(F)F